COCCNC(OCC1=NC=2C(=C3C(=NC2)NC=C3)N1C1CCC(CC1)CC#N)=O (1-((1r,4r)-4-(Cyanomethyl)cyclohexyl)-1,6-dihydroimidazo[4,5-d]pyrrolo[2,3-b]pyridin-2-yl)methyl (2-methoxyethyl)carbamate